BrC1=CC=C(C=C1)C(C)(C)C=1N=C(SC1)NC(=O)NCC1=CC=C(C=C1)N1CC(NCC1)C 1-(4-(2-(4-bromophenyl)-propan-2-yl)thiazol-2-yl)-3-(4-(3-methylpiperazin-1-yl)benzyl)urea